FC(OC1=C(C=CC=C1)C1CCN(CC1)[C@@H]1CC2(CN(C2)C=2SC=NN2)CC1)F (S)-2-(6-(4-(2-(difluoromethoxy)phenyl)piperidin-1-yl)-2-azaspiro[3.4]oct-2-yl)-1,3,4-thiadiazole